[Cl-].[Cl-].CC(C)=[Zr+2]C1C2=CC=CC=C2C=2C=CC=C(C12)C1C(=CC(=C1)C(C)(C)C)C dimethylmethylene[1-(4-tert-butyl-2-methylcyclopentadienyl)](fluoren-9-yl)zirconium dichloride